C(C)(C)(C)OC(=O)NCC(C[C@H]1N(C(OC1)(C)C)C(=O)OC(C)(C)C)CO tert-butyl (4R)-4-(3-((tert-butoxycarbonyl)amino)-2-(hydroxymethyl)propyl)-2,2-dimethyloxazolidine-3-carboxylate